2-(methacryloyloxy)benzoic acid-1-phenylethyl ester C1(=CC=CC=C1)C(C)OC(C1=C(C=CC=C1)OC(C(=C)C)=O)=O